P(=O)(OC1=C(C=C(C=C1)OC)CCOC(C(=C)C)=O)(O)[O-] 2-methacryloyloxyethyl-(4-methoxyphenyl) hydrogen phosphate